(2R,3R)-4-azido-3-fluoro-2-((4-methoxybenzyl)oxy)butan-1-ol N(=[N+]=[N-])C[C@H]([C@@H](CO)OCC1=CC=C(C=C1)OC)F